di-tert-butyl-isopropylbenzene C(C)(C)(C)C=1C(=C(C=CC1)C(C)C)C(C)(C)C